2-(4-nitrophenyl)-2-oxoacetaldehyde [N+](=O)([O-])C1=CC=C(C=C1)C(C=O)=O